Tetradecanone CCCCCCCCCCCCC(=O)C